(4-methoxybenzyl)-6-(5-(trifluoromethyl)pyridin-2-yl)-2-oxa-5-azabicyclo[2.2.1]hept-1(6)-ene COC1=CC=C(CC2OC3=C(NC2C3)C3=NC=C(C=C3)C(F)(F)F)C=C1